(2s,3s,4r,5r)-5-(6-(benzylamino)-2-(3,4-difluorophenyl)-9H-purin-9-yl)-3,4-dihydroxy-N-methyltetrahydrofuran-2-carboxamide C(C1=CC=CC=C1)NC1=C2N=CN(C2=NC(=N1)C1=CC(=C(C=C1)F)F)[C@H]1[C@@H]([C@@H]([C@H](O1)C(=O)NC)O)O